C(C=C)(=O)NC1=C(C=CC=C1)C1CCNC=2N1N=C(C2C(=O)N)C2=CC(=C(C(=C2)OC)OC)OC 7-(2-Acrylamidophenyl)-2-(3,4,5-trimethoxyphenyl)-4,5,6,7-tetrahydropyrazolo[1,5-a]pyrimidine-3-carboxamide